COC=1C=C2C(=CNC2=CC1)C([2H])([2H])[C@@H]1NCCC1 (R)-5-methoxy-3-(pyrrolidin-2-ylmethyl-d2)-1H-indole